C(C)OC(=O)C1=CC(=NN1C)CC 1-methyl-3-ethyl-5-pyrazolecarboxylic acid ethyl ester